2-(2-(4-ethoxybenzyl)-1H-benzimidazol-5-yl)-5-(morpholin-4-yl)isoindolin-1-one C(C)OC1=CC=C(CC2=NC3=C(N2)C=CC(=C3)N3C(C2=CC=C(C=C2C3)N3CCOCC3)=O)C=C1